Di-tert-butyl-N-{(2S)-2-amino-4-[{(1R)-1-[1-benzyl-4-(2,5-difluorophenyl)-1H-pyrrol-2-yl]-2,2-dimethylpropyl} (glycoloyl)amino]butanoyl}-beta-alanyl-D-glutamate C(C)(C)(C)OC([C@H](NC([C@H](CCN(C(CO)=O)[C@H](C(C)(C)C)C=1N(C=C(C1)C1=C(C=CC(=C1)F)F)CC1=CC=CC=C1)N)=O)C(CC(=O)OC(C)(C)C)C([C@@H](N)C)=O)=O